ClC1=NC=C(C(=N1)OC)C(=O)NC1=C(C=CC=C1C(F)(F)F)Cl 2-chloro-N-(2-chloro-6-(trifluoromethyl)phenyl)-4-methoxypyrimidine-5-carboxamide